methylene chloride iron palladium dichloride [Pd](Cl)Cl.[Fe].C(Cl)Cl